C(C)(C)(C)OC(=O)N1C(C[C@H](C1)O)(C(=O)OC)COCC1=CC=CC=C1 Methyl 1-(tert-butoxycarbonyl)-(4R)-2-((benzyloxy) methyl)-4-hydroxypyrrolidine-2-carboxylate